C1(=CCCCC1)B(O)O 1-cyclohexene-1-yl-boronic acid